C1(=CC=CC2=CC=CC=C12)C=CC(=O)C1=CC=CC=C1 naphthalenylvinylphenyl ketone